8-chloro-tetrazolo[5,1-a]phthalazine ClC=1C=C2C=NN3C(C2=CC1)=NN=N3